tert-butyl 3-[8-fluoro-7-[7-fluoro-3-hydroxy-8-(2-triisopropylsilyl ethynyl)-1-naphthyl]-2-(2-oxoethoxy)pyrido[4,3-d]pyrimidin-4-yl]-3,8-diazabicyclo[3.2.1]octane-8-carboxylate FC1=C(N=CC2=C1N=C(N=C2N2CC1CCC(C2)N1C(=O)OC(C)(C)C)OCC=O)C1=CC(=CC2=CC=C(C(=C12)C#C[Si](C(C)C)(C(C)C)C(C)C)F)O